5-(2,4-difluorophenyl)-2-(methoxymethyl)-6-methyl-4-oxo-1,4-dihydropyridine-3-carboxylic acid FC1=C(C=CC(=C1)F)C=1C(C(=C(NC1C)COC)C(=O)O)=O